C(C)OC(=O)[C@H]1N([C@H]2C[C@]2(C1)C)C(CNC(CCCOCCOC)=O)=O (1S,3S,5S)-2-((4-(2-methoxyethoxy)butyryl)glycyl)-5-methyl-2-azabicyclo[3.1.0]hexane-3-carboxylic acid ethyl ester